azobis[2-methyl-N-2-propenylpropanamide] N(=NC(C(=O)NCC=C)(C)C)C(C(=O)NCC=C)(C)C